C1(=CC=CC=C1)N(C1=CC=C(CC=2C(C3=CC=CC(=C3C2)[N+](=O)[O-])=O)C=C1)C1=CC=CC=C1 (E)-2-(4-(diphenylamino)benzyl)-4-nitro-1-indenone